C(CCCCCCCCCCCCCCCCCCC)P1C2CCCCC1CC2 9-eicosyl-9-phosphabicyclo[4.2.1]nonane